(R)-4-(5-(2-chlorophenoxy)-1H-indazol-1-yl)-N-(1-(methyl-d3)pyrrolidin-3-yl)thiophene-2-carboxamide ClC1=C(OC=2C=C3C=NN(C3=CC2)C=2C=C(SC2)C(=O)N[C@H]2CN(CC2)C([2H])([2H])[2H])C=CC=C1